C(C1=CC=CC=C1)(C1=CC=CC=C1)(C1=CC=CC=C1)NS(=O)CCC1=CC=CC=C1 N-trityl-2-phenylethane-1-sulfinamide